C(#N)C=1C(=NC(=NC1)N[C@H]1C[C@H](CCC1)N1C=NC2=C1C=NC(=C2)C#N)C=2C=NN(C2)CC(F)F 3-((1S,3R)-3-((5-cyano-4-(1-(2,2-difluoroethyl)-1H-pyrazol-4-yl)pyrimidin-2-yl)amino)cyclohexyl)-3H-imidazo[4,5-c]pyridine-6-carbonitrile